FC(C[C@@H](C)O)(C)C (R)-4-fluoro-4-methylpentan-2-ol